N1(N=CC=C1)CC1=CC2=C(C(=NO2)N)C=C1OC1CC1 6-(1H-pyrazol-1-ylmethyl)-5-cyclopropyloxybenzo[d]isoxazole-3-amine